7-bromo-2-(4-methylbenzyl)isoquinolin-1(2H)-one BrC1=CC=C2C=CN(C(C2=C1)=O)CC1=CC=C(C=C1)C